α-Hydroxybenzyl-isobutyl-malonic acid dipentyl ester C(CCCC)OC(C(C(=O)OCCCCC)(O)C(C(C)C)CC1=CC=CC=C1)=O